C(CCCCC)C(C(=O)NC(CCSCCC(=O)OCCCCCCCCCCCCCC)C(=O)NC1CCN(CC1)C)CCCCCCCC tetradecyl 3-((3-(2-hexyldecanamido)-4-((1-methylpiperidin-4-yl)amino)-4-oxobutyl)thio)propanoate